C1(=CC=CC=C1)C1=C(NC=CC=C1)C1=CC=CC=C1 diphenyl-azepine